NC1COC2=C(O1)C(=CC=C2N2CCNCC2)N 2,8-Diamino-5-(piperazin-1-yl)-2,3-dihydro-1,4-benzodioxine